CSCCC1C(NC(N1)=O)=O 5-(2-methylmercapto-ethyl)-hydantoin